rel-((1R,5S,6s)-6-((4-(2-amino-1-hydroxypropan-2-yl)-6-(4-fluorophenyl)pyridin-2-yl)oxy)-3-azabicyclo[3.1.0]hexan-3-yl)(4-methyl-2-(pyrimidin-2-yl)thiazol-5-yl)methanone NC(CO)(C)C1=CC(=NC(=C1)C1=CC=C(C=C1)F)OC1[C@@H]2CN(C[C@H]12)C(=O)C1=C(N=C(S1)C1=NC=CC=N1)C